C[C@H]1N(CCN(C1)C=1C=NC=CC1C)C(CCCC1=C2C=CC=NC2=CC=C1)=O (R)-1-(2-methyl-4-(4-methylpyridin-3-yl)piperazin-1-yl)-4-(quinolin-5-yl)butan-1-one